FC=1C=C(OCC(=O)O)C=CC1 2-(3-fluorophenoxy)acetic acid